ClC=1C(=C(C=C(C1)Cl)O)C1=CC=C2C(=N1)N=C(O2)N[C@H]2CN(CCC2)CC 3,5-Dichloro-2-[2-[[(3R)-1-ethyl-3-piperidyl]amino]oxazolo[4,5-b]pyridin-5-yl]phenol